(3R)-4-(7-((3-azabicyclo[3.1.0]hexan-3-yl)methyl)-2-(1H-pyrrolo[2,3-b]pyridin-4-yl)thieno[3,2-d]pyrimidin-4-yl)-3-methylmorpholine C12CN(CC2C1)CC1=CSC2=C1N=C(N=C2N2[C@@H](COCC2)C)C2=C1C(=NC=C2)NC=C1